S(=O)(=O)(C=1C(=CC=CC1)[N+](=O)[O-])N[C@H](C(=O)O)CC(C)(C)C N-(2-nosyl)-L-α-neopentylglycine